2-(chlorosulfonylphenyl)ethyltrimethoxysilane ClS(=O)(=O)C1=C(C=CC=C1)CC[Si](OC)(OC)OC